2-(4-((1H-indazol-5-yl)amino)-pyrimidin-2-yl)-N-isopropyl-1H-indole-6-carboxamide N1N=CC2=CC(=CC=C12)NC1=NC(=NC=C1)C=1NC2=CC(=CC=C2C1)C(=O)NC(C)C